1'-C-Cyano-4'-C-(fluoromethyl)cytidine C(#N)[C@@]1([C@H](O)[C@H](O)[C@@](CO)(O1)CF)N1C(=O)N=C(N)C=C1